L-fucose iodide [I-].O=C[C@@H](O)[C@H](O)[C@H](O)[C@@H](O)C